Nitro-3-trifluoromethyl-4H-benzopyran-4-one [N+](=O)([O-])C=1OC2=C(C(C1C(F)(F)F)=O)C=CC=C2